(S)-phenyl (4-((2-chloro-6-fluorophenyl)carbamoyl)-2-fluoro-5-((1,1,1-trifluoropropan-2-yl)oxy)phenyl)carbamate ClC1=C(C(=CC=C1)F)NC(=O)C1=CC(=C(C=C1O[C@H](C(F)(F)F)C)NC(OC1=CC=CC=C1)=O)F